(R)-N-(2,5-dimethyl-4-(N-(1-(piperidin-4-yl)ethyl)sulfamoyl)phenyl)-2-methylbenzamide hydrochloride Cl.CC1=C(C=C(C(=C1)S(N[C@H](C)C1CCNCC1)(=O)=O)C)NC(C1=C(C=CC=C1)C)=O